C(CC)OC(C(O)CN1CCOCC1)=O.C(CCCCCCCCCCCCCCC(C)C)(=O)N isostearamide propyl-morpholinelactate